CC1=CN=CS1 (5-methyl)thiazole